4-(3,4-difluorophenoxy)-2-fluoroaniline FC=1C=C(OC2=CC(=C(N)C=C2)F)C=CC1F